({1-[(2,2-difluoro-1,3-benzodioxol-4-yl)sulfonyl]-5-(2-fluorophenyl)-1H-pyrrol-3-yl}methyl)(methyl)amine hydrochloride Cl.FC1(OC2=C(O1)C=CC=C2S(=O)(=O)N2C=C(C=C2C2=C(C=CC=C2)F)CNC)F